COC1=CC2=C(C=3C=C(OC31)C)C(=C(S2)C(CCC(=O)OCC)=O)C ethyl 4-(4-methoxy-2,8-dimethylthieno[3,2-e]benzofuran-7-yl)-4-oxobutanoate